NC([C@H](CO)NC([C@H](CO[Si](C1=CC=CC=C1)(C1=CC=CC=C1)C(C)(C)C)NC(OC(C)(C)C)=O)=O)=O Tert-butyl ((S)-1-(((S)-1-amino-3-hydroxy-1-oxopropan-2-yl)amino)-3-((tert-butyldiphenylsilyl)oxy)-1-oxopropan-2-yl)carbamate